C(C)ONC1CN(C1)C1=CC(=C2C(C(=CN(C2=N1)C1=NC=NS1)C(=O)O)=O)C 7-[3-(ethoxyamino)azetidin-1-yl]-5-methyl-4-oxo-1-(1,2,4-thiadiazol-5-yl)-1,4-dihydro-1,8-naphthyridine-3-carboxylic acid